C12C3C4C(CC(C3C(C=C1)C2)C4)C#N Tetracyclo[6.2.1.13,6.02,7]dodeca-9-ene-4-carbonitrile